FC(C(C(F)(F)F)OC=1C(=NC2=CC=C(C=C2N1)C#N)O)(F)F 3-(hexafluoroisopropoxy)-6-cyano-2-hydroxyquinoxaline